N-Acrylyl-Valine C(C=C)(=O)N[C@@H](C(C)C)C(=O)O